The molecule is a tetrapeptide composed of L-lysine, L-threonine and two L-proline units joined in sequence by peptide linkages. It has a role as a metabolite. It derives from a L-lysine, a L-threonine and a L-proline. C[C@H]([C@@H](C(=O)N1CCC[C@H]1C(=O)N2CCC[C@H]2C(=O)O)NC(=O)[C@H](CCCCN)N)O